FC(OC1=CC=C(C=C1)S(=O)(=O)N1N=C2C(=C1)CN(C2)C([C@H](C2=CC=CC=C2)N2CCOCC2)=O)F (2S)-1-{2-[4-(difluoromethoxy)benzenesulfonyl]-2H,4H,5H,6H-pyrrolo[3,4-c]pyrazol-5-yl}-2-(morpholin-4-yl)-2-phenylethan-1-one